C(C)(C)(C)P(C1=C(C=CC=C1)C1=C(C=C(C=C1C(C)C)C(C)C)C(C)C)C(C)(C)C 2-di-Tert-butylphosphino-2',4',6'-triisopropylbiphenyl